OC1=CC(=CC=2N(C(=NC21)C)S(=O)(=O)C2=CC=C(C)C=C2)C(=O)N(C)C 4-hydroxy-N,N,2-trimethyl-1-tosyl-1H-benzo[d]imidazole-6-carboxamide